C(C)OC(=O)C=1NC=CC1NCC1=C(C=CC=C1)C1N(CC(CC1)C(F)(F)F)C(=O)OC(C)(C)C tert-Butyl 2-(2-(((2-(ethoxycarbonyl)-1h-pyrrol-3-yl)amino)methyl)phenyl)-5-(trifluoromethyl)piperidine-1-carboxylate